1,3-Dimethylimidazolium-2-carboxylate CN1C(=[N+](C=C1)C)C(=O)[O-]